FC(C(=C)Cl)(F)F 1,1,1-Trifluoro-2-chloro-propen